N-(1-(3-(5-amino-6-((1-(1-methylpiperidin-4-yl)-1H-pyrazol-4-yl)oxy)pyrazin-2-yl)-5-methylphenyl)cyclopropyl)methanesulfonamide NC=1N=CC(=NC1OC=1C=NN(C1)C1CCN(CC1)C)C=1C=C(C=C(C1)C)C1(CC1)NS(=O)(=O)C